2-(2-chloro-8-isopropyl-5-oxothieno[3',2':4,5]pyrrolo[1,2-d][1,2,4]triazin-6(5H)-yl)acetic acid ClC1=CC=2C=C3N(C(=NN(C3=O)CC(=O)O)C(C)C)C2S1